C(C)(=O)N[C@H](C(=O)NC1=CC(=C(C=C1)S(NC1=CC(=CC=C1)OC(F)(F)F)(=O)=O)OCC)C(C)C (S)-2-acetamido-N-(3-ethoxy-4-(N-(3-(trifluoromethoxy)phenyl)sulfamoyl)phenyl)-3-methylbutanamide